The molecule is a multi-functionalised hexoside consisiting of 2-(N-benzyloxycarbonylamino)ethyl-4,6-dideoxy-alpha-D-glucoside having methyl, benzoyl and azido groups at positions 2, 3 and 4 respectively. It is a hexoside, an azide and a monosaccharide derivative. It derives from a D-galactopyranose. C[C@@H]1[C@H]([C@@H]([C@H]([C@H](O1)OCCNC(=O)OCC2=CC=CC=C2)OC)OC(=O)C3=CC=CC=C3)N=[N+]=[N-]